4-Chloro-3'-(((2-(cyclopentyl-3,3,4,4-d4)-1-oxoisoindolin-5-yl)oxy)methyl)-[1,1'-biphenyl]-3-carboxylic acid ClC1=C(C=C(C=C1)C1=CC(=CC=C1)COC=1C=C2CN(C(C2=CC1)=O)C1CC(C(C1)([2H])[2H])([2H])[2H])C(=O)O